5-(1-aminoethyl)-2-fluoro-3-(trifluoromethyl)aniline NC(C)C=1C=C(C(=C(N)C1)F)C(F)(F)F